(2R)-2-(3-{5-chloro-2-[(oxacyclohex-4-yl)amino]pyrimidin-4-yl}-5-oxo-5H,6H,7H-pyrrolo[3,4-b]pyridin-6-yl)-N-[(1S)-1-(4-chloro-3-fluorophenyl)-2-hydroxyethyl]propionamide ClC=1C(=NC(=NC1)NC1CCOCC1)C=1C=C2C(=NC1)CN(C2=O)[C@@H](C(=O)N[C@H](CO)C2=CC(=C(C=C2)Cl)F)C